4-(3,4-difluorophenyl)-N-[4-(4-fluoroimidazol-1-yl)-3-methoxy-phenyl]-6,7-dihydro-5H-[1,2,4]triazolo[1,5-a]pyrimidin-2-amine FC=1C=C(C=CC1F)N1C=2N(CCC1)N=C(N2)NC2=CC(=C(C=C2)N2C=NC(=C2)F)OC